(3,4-epoxycyclohexyl)ethyl-triphenoxysilane C1(CC2C(CC1)O2)CC[Si](OC2=CC=CC=C2)(OC2=CC=CC=C2)OC2=CC=CC=C2